1,8-bis(N,N'-dibenzylthiocarbamoyldithio)octane tert-butyl-N-[(4-{5-[(2,6-dichlorophenyl)methoxy]pyrimidin-2-yl}morpholin-2-yl)methyl]carbamate C(C)(C)(C)OC(NCC1CN(CCO1)C1=NC=C(C=N1)OCC1=C(C=CC=C1Cl)Cl)=O.C(C1=CC=CC=C1)N(C(=S)SSCCCCCCCCSSC(N(CC1=CC=CC=C1)CC1=CC=CC=C1)=S)CC1=CC=CC=C1